C(CCC)N1C2=C(C=C(C=C2C=2C=C(C=C(C12)C1=NC=CC=C1)C1=NC=CC=C1)C1=NC=CC=C1)C1=NC=CC=C1 9-butyl-1,3,6,8-tetrakis(pyridin-2-yl)-9H-carbazole